C(C)(=O)C1=CN=C(S1)C1CN(CC1)C(=O)OC(C)(C)C tert-butyl 3-(5-acetylthiazol-2-yl)pyrrolidine-1-carboxylate